F[C@H]1[C@H](CN(C1)C=1C=CC=2N=CN=C(C2N1)NC1=C(C(=C(C=C1)OC1=CC2=C(N(N=N2)C)C=C1)C)F)NC(C=C)=O N-((3S,4R)-4-fluoro-1-(4-((2-fluoro-3-methyl-4-((1-methyl-1H-benzo[d][1,2,3]triazol-5-yl)oxy)phenyl)amino)pyrido[3,2-d]pyrimidin-6-yl)pyrrolidin-3-yl)acrylamide